FC(C)(F)C1=NC(=CC(=N1)N(C1=CC(=NC=C1OCC)NC(C)=O)C)C N-(4-((2-(1,1-difluoroethyl)-6-methylpyrimidin-4-yl)-methylamino)-5-ethoxypyridin-2-yl)acetamide